methyl (S)-2-(3-aminoprop-1-yn-1-yl)-5-(3-(2-(4-(4-chlorophenyl)-2,3,9-trimethyl-6H-thieno[3,2-f][1,2,4]triazolo[4,3-a][1,4]diazepin-6-yl)acetamido)propanamido)benzoate hydrochloride Cl.NCC#CC1=C(C(=O)OC)C=C(C=C1)NC(CCNC(C[C@H]1C=2N(C3=C(C(=N1)C1=CC=C(C=C1)Cl)C(=C(S3)C)C)C(=NN2)C)=O)=O